FC(C1=CC=C(C=C1)NC=1C(=NC=CN1)N1CCN(CC1)CC#CC)(F)F 1-(4-(3-((4-(trifluoromethyl)phenyl)amino)pyrazin-2-yl)piperazin-1-yl)but-2-yn